NC(CCC[C@H]1NC[C@H](NC[C@H](NC[C@H](NC1)CCC(=O)N)CCC(=O)N)CCC(=O)N)=O 3,3',3''-((2R,5R,8R,11R)-11-(4-amino-4-oxobutyl)-1,4,7,10-tetraazacyclododecane-2,5,8-triyl)tripropanamide